(R)-2-(3-(4-amino-2-oxo-3-(4-phenoxyphenyl)-2,3-dihydro-1H-imidazo[4,5-c]pyridin-1-yl)piperidine-1-carbonyl)-3-cyclobutylacrylonitrile NC1=NC=CC2=C1N(C(N2[C@H]2CN(CCC2)C(=O)C(C#N)=CC2CCC2)=O)C2=CC=C(C=C2)OC2=CC=CC=C2